1-Methyl-3-(trifluoromethyl)-1H-indazol-5-amine CN1N=C(C2=CC(=CC=C12)N)C(F)(F)F